O=C1NC(CCC1N1C(C2=CC=C(C=C2C=N1)NCCCCCC(=O)O)=O)=O 6-{[2-(2,6-dioxopiperidin-3-yl)-1-oxo-1,2-dihydrophthalazin-6-yl]amino}hexanoic acid